bis[3-(triethoxypropyl) thiopropyl] sulfide C(C)OC(CCSCCCSCCCSCCC(OCC)(OCC)OCC)(OCC)OCC